methylene bis-palmitate C(CCCCCCCCCCCCCCC)(=O)OCOC(CCCCCCCCCCCCCCC)=O